2-Methyl-N-{3-(1-methylpyrrol-3-yl)-1-oxo-1-[(2-oxospiro[1H-indole-3,4'-oxane]-6-yl)amino]-butan-2-yl}pyrazole-3-carboxamide CN1N=CC=C1C(=O)NC(C(NC1=CC=C2C(=C1)NC(C21CCOCC1)=O)=O)C(C)C1=CN(C=C1)C